N-nitrosonitrogen N(=O)[N]